BrC=1N=C(C(N(C1)C(C(=O)OC)CC(C)C)=O)C 1-(S)-methyl 2-(5-bromo-3-methyl-2-oxopyrazin-1(2H)-yl)-4-methylpentanoate